5-(2-hydroxyethyl)pyrimidine-2,4(1H,3H)-dione OCCC=1C(NC(NC1)=O)=O